Methyl (2S)-2-(tert-butoxycarbonylamino)-4-(5-nitro-1-phenyl-benzimidazol-2-yl)butanoate C(C)(C)(C)OC(=O)N[C@H](C(=O)OC)CCC1=NC2=C(N1C1=CC=CC=C1)C=CC(=C2)[N+](=O)[O-]